C(CCCCC)C([C@@]([C@@]1(C(=C(C(=O)O1)O)[O-])CCCCCC)(O)CCCCCC)(O)CCCCCC Tetrahexyl-Ascorbate